ClC=1C=CC2=C(C[C@@H](CC=3N2C(=NN3)[C@@H]3CC[C@H](CC3)OC3=NC=CC=C3)NC(C(C)(C)O)=O)C1 N-{(5S)-8-chloro-1-[trans-4-(pyridin-2-yloxy)cyclohexyl]-5,6-dihydro-4H-[1,2,4]triazolo[4,3-a][1]benzazepin-5-yl}-2-hydroxy-2-methylpropanamide